C(C)OC1(CCC(CC1)NC(=O)C1CCN(C2(CC2)C1)C(=O)C1=NNC(=C1)C1=CC(=NC=C1F)OC)C(F)(F)F N-((1r,4S)-4-ethoxy-4-(trifluoromethyl)cyclohexyl)-4-(5-(5-fluoro-2-methoxypyridin-4-yl)-1H-pyrazole-3-carbonyl)-4-azaspiro[2.5]octane-7-carboxamide